CN1N=NC(=C1C=1C=C2C(=NC1)C1=C(N2C(C2CCOCC2)C2=C(C=NC=C2)F)C(=NN1C)C(=O)OC)C methyl 6-(1,4-dimethyl-1H-1,2,3-triazol-5-yl)-4-((3-fluoropyridin-4-yl) (tetrahydro-2H-pyran-4-yl) methyl)-1-methyl-1,4-dihydropyrazolo[3',4':4,5]pyrrolo[3,2-b]pyridine-3-carboxylate